BrC1=NC(=NS1)C1=CC=CC=C1 5-bromo-3-phenyl-1,2,4-thiadiazole